C(C)(C)(C)OC(=O)[C@@H]1[C@H]2C([C@H]2CN1C([C@H](C(C)(C)C)NC(=O)OC(C)(C)C)=O)(Cl)Cl (1S,2S,5R)-3-((S)-2-((tert-butyloxycarbonyl)amino)-3,3-dimethylbutanoyl)-6,6-dichloro-3-azabicyclo[3.1.0]hexane-2-carboxylic acid tert-butyl ester